5-(benzenesulfonyl)thiophene-2-sulfonyl chloride C1(=CC=CC=C1)S(=O)(=O)C1=CC=C(S1)S(=O)(=O)Cl